FC1=C(C=C(C=C1)C=1C=C2C(=NC1)C=NN2)C 6-(4-fluoro-3-methyl-phenyl)pyrazolo[4,3-b]pyridine